S1C=NC=C1NC(=O)[C@@H]1CC12CCN(CC2)C(=O)OC(C(F)(F)F)C(F)(F)F |r| 1,1,1,3,3,3-hexafluoro-propan-2-yl (±)-1-(thiazol-5-ylcarbamoyl)-6-azaspiro[2.5]octane-6-carboxylate